[W]1CCCC1 Tungstacyclopentane